ClC(=O)OC(C(C)(C)C)C 1,2,2-trimethylpropyl chloroformate